5-methylpyridine-3-carboxylic acid CC=1C=C(C=NC1)C(=O)O